2-(tetrahydrofuryl)propane O1C(CCC1)C(C)C